[Na].[Na].[Na].[Na].O=C(CC(=O)N[C@@]1([C@@H](OP(=O)(O)O)O[C@@H]([C@H]([C@@H]1O)O)CO)O)CCCCCCCCCCC 2-[3-oxo-tetradecanoylamino]-O-phosphono-α-D-glucopyranose tetrasodium salt